4-(2-(4-bromo-1H-1,2,3-triazol-1-yl)pyrido[3,2-d]pyrimidin-4-yl)morpholine BrC=1N=NN(C1)C=1N=C(C2=C(N1)C=CC=N2)N2CCOCC2